2-(4-fluorobenzylidene)1,3-indenedione FC1=CC=C(C=C2C(C3=CC=CC=C3C2=O)=O)C=C1